(R)-2-methoxy-N4-(1-methylpiperidin-4-yl)-N1-(6-(3-phenylisoxazolidin-2-yl)pyrimidin-4-yl)benzene-1,4-diamine COC1=C(C=CC(=C1)NC1CCN(CC1)C)NC1=NC=NC(=C1)N1OCC[C@@H]1C1=CC=CC=C1